dimethyl (2,2'-bifuran)-5,5'-dicarboxylate O1C(=CC=C1C(=O)OC)C=1OC(=CC1)C(=O)OC